C(C)OC1=CC=C(C=C1)C=1SC=C(N1)C(=O)OCC#C Prop-2-yn-1-yl 2-(4-ethoxyphenyl)thiazole-4-carboxylate